β-aminoethylcysteine NCCN[C@@H](CS)C(=O)O